(1R,2S,5S)-2-(((7-chloro-8-fluoro-4-hydroxy-1-(4-methoxybenzyl)-2-oxo-1,2-dihydro-1,6-naphthyridin-5-yl)oxy)methyl)-3,8-diazabicyclo[3.2.1]octane-8-carboxylic acid tert-butyl ester C(C)(C)(C)OC(=O)N1[C@H]2[C@H](NC[C@@H]1CC2)COC2=C1C(=CC(N(C1=C(C(=N2)Cl)F)CC2=CC=C(C=C2)OC)=O)O